[(1S,2S,3S,4R,5S)-5-[3-[[4-(4-Allyloxybutyl)phenyl]methyl]-4-methyl-phenyl]-2,3,4-tribenzyloxy-6,8-dioxabicyclo[3.2.1]octane-1-yl]methanol C(C=C)OCCCCC1=CC=C(C=C1)CC=1C=C(C=CC1C)[C@]12[C@@H]([C@H]([C@@H]([C@](CO1)(O2)CO)OCC2=CC=CC=C2)OCC2=CC=CC=C2)OCC2=CC=CC=C2